methyl (5-((5-((6-fluoropyridin-3-yl)amino)pyridin-3-yl)thio)-1H-benzo[d]imidazol-2-yl)carbamate FC1=CC=C(C=N1)NC=1C=C(C=NC1)SC1=CC2=C(NC(=N2)NC(OC)=O)C=C1